1-ethyl-1,4-cyclohexadien C(C)C1=CCC=CC1